N-(1-(2-hydroxyphenyl)ethylidene)-2-methylpropane-2-sulfinamide OC1=C(C=CC=C1)C(C)=NS(=O)C(C)(C)C